N(=[N+]=[N-])CCOCCOCCOCCNC=1C=CC(N(C1)CC(=O)OCC)=O ethyl 2-(5-((2-(2-(2-(2-azidoethoxy)ethoxy)ethoxy)ethyl)amino)-2-oxopyridin-1(2H)-yl)acetate